(2S)-2-(4-fluorophenyl)-3-methoxy-N-(5-{[(3R)-1-(3-pyridazinyl)-3-pyrrolidinyl]amino}-1,3,4-thiadiazol-2-yl)propanamide FC1=CC=C(C=C1)[C@H](C(=O)NC=1SC(=NN1)N[C@H]1CN(CC1)C=1N=NC=CC1)COC